Tert-butyl (2-hydroxyethyl)methylcarbamate OCCN(C(OC(C)(C)C)=O)C